C1(CC1)CN1C=NC=C1CN (1-(cyclopropylmethyl)-1H-imidazol-5-yl)methylamine